NCC1CN(C1)C=1N=C2C(=NC1)N=C(C=C2)SC2=C(C(=NC=C2)N)Cl 4-((2-(3-(aminomethyl)azetidin-1-yl)pyrido[2,3-b]pyrazin-6-yl)thio)-3-chloropyridin-2-amine